N-[3-(6-bromo-5-fluoro-1H-benzo[d]imidazol-2-yl)phenyl]-6-phenylpyridazin-3-amine BrC=1C(=CC2=C(NC(=N2)C=2C=C(C=CC2)NC=2N=NC(=CC2)C2=CC=CC=C2)C1)F